[(Z)-[amino-[5-(1-cyano-1-methyl-ethoxy)-3-[(R)-ethylsulfinyl]-2-pyridyl]methylene]amino] 4-nitrobenzenesulfonate [N+](=O)([O-])C1=CC=C(C=C1)S(=O)(=O)O\N=C(\C1=NC=C(C=C1[S@](=O)CC)OC(C)(C)C#N)/N